O[C@H]1[C@@H](O[C@@H]([C@H]1O)CO)N1C(NC(C=C1F)=O)=O 1-[(2R,3R,4S,5R)-3,4-dihydroxy-5-(hydroxymethyl)oxolan-2-yl]-6-fluoro-1,2,3,4-tetrahydropyrimidine-2,4-dione